2-(5-bromopyrimidin-2-yl)-6-(5-methoxy-2-methylphenyl)-5,6,7,8-tetrahydrophthalazin-1(2H)-one BrC=1C=NC(=NC1)N1C(C=2CCC(CC2C=N1)C1=C(C=CC(=C1)OC)C)=O